O.CS(=O)(=O)O.ClC=1C=C(C=CC1Cl)CC(=O)N([C@H]1[C@@H](CCCC1)N1CCCC1)C |r| trans-(+/-)-3,4-dichloro-N-methyl-N-[2-(1-pyrrolidinyl)cyclohexyl]-benzeneacetamide methanesulphonate hydrate